methyl 2,3-diaminopropanoate hydrogen chloride salt Cl.NC(C(=O)OC)CN